methyl 6-(1-(4-fluorophenyl)vinyl)-3-methyl-5-((2-(pyrrolidin-1-yl)ethyl)amino)pyrazine-2-carboxylate FC1=CC=C(C=C1)C(=C)C1=C(N=C(C(=N1)C(=O)OC)C)NCCN1CCCC1